C12CN(CC(N1)C2)C=2OC1=C(N2)C(=CC=C1C=1N=CSC1)C(C(F)(F)F)OCC(C)(O)C 1-(1-(2-(3,6-diazabicyclo[3.1.1]heptan-3-yl)-7-(thiazol-4-yl)benzo[d]oxazol-4-yl)-2,2,2-trifluoroethoxy)-2-methylpropan-2-ol